3-(cyclopropylmethoxy)-1-methyl-1H-pyrazole-4-carboxylic acid C1(CC1)COC1=NN(C=C1C(=O)O)C